BrC1=C2C=NN(C2=C(C(=C1OC=1C=CC(=C(C(=N)SC)C1)F)F)F)C1OCCCC1 methyl 5-((4-bromo-6,7-difluoro-1-(tetrahydro-2H-pyran-2-yl)-1H-indazol-5-yl)oxy)-2-fluorobenzimidothioate